CN(CCC1=C(C2=CC=CC=C2C=C1)O)C (2-(dimethylamino)ethyl)naphthalen-1-ol